C12C(CC(C=C1)C2)[Si]2(OCCN2C(C)(C)C)OC 2-Bicyclo[2.2.1]hept-5-en-2-yl-3-tert-butyl-2-methoxy-[1,3,2]oxazasilolidine